C(C=C)N(C(COC1=CC=C(C=C1)Br)=O)C1=C(C=CC=C1)C(C1=CC=CC=C1)=O N-allyl-N-(2-benzoylphenyl)-2-(4-bromophenoxy)acetamide